7-chloro-1,3-dimethylpyrrolo[2,3-c]pyridine-2-carboxylic acid ClC=1N=CC=C2C1N(C(=C2C)C(=O)O)C